COC1=C(C=C(C=C1)N1CCCC2=C(C(=C(C=C12)OC)OC)OC)O 2-Methoxy-5-(5,6,7-trimethoxy-3,4-dihydroquinolin-1(2H)-yl)phenol